6-(difluoro(phosphono)methyl)-2-naphthoic Acid FC(C=1C=C2C=CC(=CC2=CC1)C(=O)O)(P(=O)(O)O)F